tert-butylcyclopentadienyl-titanium dichloride [Cl-].[Cl-].C(C)(C)(C)[Ti+2]C1C=CC=C1